N1=CC=C(C=C1)CCC=1SC=C(N1)\C=N/O (Z)-2-(2-(pyridin-4-yl)ethyl)thiazole-4-carbaldehyde oxime